C(C)OC(C(CP(=O)CCOCC)C)=O 3-(ethoxyethylphosphinyl)-2-methyl-propionic acid ethyl ester